C(C)(C)N1C(=NN=C1)C1=CC=CC(=N1)C(=O)NC1=NC=CC(=C1)N1C=NC2=C1CCCC2 6-(4-isopropyl-4H-1,2,4-triazole-3-yl)-N-(4-(4,5,6,7-tetrahydro-1H-benzo[d]imidazol-1-yl)pyridin-2-yl)picolinamide